(S)-8'-(difluoromethoxy)-7,8-difluoro-6'-(trifluoromethyl)-3'H-spiro[chroman-4,2'-imidazo[1,2-a]pyridine] FC(OC=1C=2N(C=C(C1)C(F)(F)F)C[C@]1(N2)CCOC2=C(C(=CC=C21)F)F)F